N=1N=CN(C1)CCS 2-(4H-1,2,4-triazol-4-yl)ethane-1-thiol